2-bromo-1-(6-ethylpyridin-3-yl)ethan-1-one BrCC(=O)C=1C=NC(=CC1)CC